C(CCC)C1=CC=C(C=C1)C#CC1=CC=C(C=C1)N=C=[Se] 1-butyl-4-((4-isoselenocyanatophenyl)ethynyl)benzene